O=C1C=2C=CC=C(C2CCC1)OCCN1C(C2=CC=CC=C2C1=O)=O 2-(2-((5-oxo-5,6,7,8-tetrahydronaphthalen-1-yl)oxy)ethyl)isoindole-1,3-dione